C(CCCC)C1CCC(CC1)C1CCC(CC1)C1=CC=C(C=C1)C1=CC=C(C=C1)OCCCCCCO 6-((4'-(4'-pentyl-[1,1'-bi(cyclohexan)]-4-yl)-[1,1'-biphenyl]-4-yl)oxy)hexan-1-ol